cyanomethyl-(phenyl)dithiocarbamic acid C(#N)CN(C(S)=S)C1=CC=CC=C1